C(C)OC(=O)C=1C=C(C(=O)C(=O)OC)C=CC1 methyl 3-ethoxycarbonylbenzoylformate